1,1,1,3,4,4,5,5,5-nonafluoro-2-(trifluoromethyl)-2-pentene FC(C(=C(C(C(F)(F)F)(F)F)F)C(F)(F)F)(F)F